tert-butyl (R)-2-(3-(N-(tert-butoxycarbonyl)-N-methylaminosulfonyl)-5-(2-methylpyrrolidin-1-yl) phenyl)-7-iodo-5H-pyrrolo[2,3-b]pyrazine-5-carboxylate C(C)(C)(C)OC(=O)N(S(=O)(=O)C=1C=C(C=C(C1)N1[C@@H](CCC1)C)C=1N=C2C(=NC1)N(C=C2I)C(=O)OC(C)(C)C)C